C1(CCCCC1)C(=O)N1CC(C1)(C(=O)N(C1=CC=CC=C1)CC1=NC=C(C=C1)C=1OC(=NN1)C(F)F)F 1-(cyclohexanecarbonyl)-N-((5-(5-(difluoromethyl)-1,3,4-oxadiazol-2-yl)pyridin-2-yl)methyl)-3-fluoro-N-phenylazetidin-3-carboxamide